The molecule is an S-acyl-4'-phosphopantetheine obtained by formal condensation of the thiol group of D-pantetheine 4'-phosphate with the carboxy group of tetradecanoic acid. It has a role as a mouse metabolite. It derives from a tetradecanoic acid. It is a conjugate acid of a S-tetradecanoyl-4'-phosphopantetheine(2-). CCCCCCCCCCCCCC(=O)SCCNC(=O)CCNC(=O)[C@@H](C(C)(C)COP(=O)(O)O)O